C1(CCCC1)N1C2=C(N(C(C(C1)(F)F)=O)C)C=NC(=N2)NC2=CC(=C(C(=O)OC)C=C2OC)N2CCN(CC2)C methyl 4-((9-cyclopentyl-7,7-difluoro-5-methyl-6-oxo-6,7,8,9-tetrahydro-5H-pyrimido[4,5-b][1,4]diazepin-2-yl)amino)-5-methoxy-2-(4-methylpiperazin-1-yl)benzoate